2-(6-Bromo-5-cyclopropyl-2-(2,3-dihydrobenzofuran-5-yl)-7-oxo-[1,2,4]triazolo[1,5-a]pyrimidin-4(7H)-yl)-N-(2-chloro-4-(trifluoromethyl)phenyl)acetamide BrC1=C(N(C=2N(C1=O)N=C(N2)C=2C=CC1=C(CCO1)C2)CC(=O)NC2=C(C=C(C=C2)C(F)(F)F)Cl)C2CC2